ClC1=NC(=C(C(=N1)N[C@H](C)C1=C(C=C(C=C1)Cl)Cl)Cl)C (R)-2,5-dichloro-N-(1-(2,4-dichlorophenyl)ethyl)-6-methylpyrimidin-4-amine